C(C)(C)(C)OC(=O)N(CCCC(=O)OC)[C@@H]1C[C@@H](N(C2=CC=CC=C12)C(CC)=O)C |o1:15,17| Methyl 4-((tert-butoxycarbonyl)((2S*,4R*)-2-methyl-1-propionyl-1,2,3,4-tetrahydroquinolin-4-yl)amino)butanoate